5-(2-Azaspiro[3.3]heptan-6-ylmethyl)-2-(trifluoromethoxy)benzoic acid methyl ester COC(C1=C(C=CC(=C1)CC1CC2(CNC2)C1)OC(F)(F)F)=O